FC(C(=O)O)(F)F.FC(C)(F)C1=NC(=CC(=N1)NC1=CC(=NC=C1OCC)NC(C)=O)F N-(4-((2-(1,1-difluoroethyl)-6-fluoropyrimidin-4-yl)amino)-5-ethoxypyridin-2-yl)acetamide trifluoroacetate